trans-(4-hydroxycyclohexyl)carbamic acid tert-butyl ester C(C)(C)(C)OC(N[C@@H]1CC[C@H](CC1)O)=O